ClC1=CC(=C(S1)C1=CC=C(C(=N1)C)O[C@@H]1C[C@H](CCC1)C(=O)OC)CNC1=NC=CC(=N1)C(C)C methyl (1S,3S)-3-((6-(5-chloro-3-(((4-isopropylpyrimidin-2-yl)amino)methyl)thiophen-2-yl)-2-methylpyridin-3-yl)oxy)cyclohexane-1-carboxylate